4-methoxyphenylethane-1-d-1-ol COC1=CC=C(C=C1)C(C)(O)[2H]